FC=1C=CC=C2C=3C(=CC=C(CC4(CCC(CC4)NS(=O)(=O)C)C=4N=CC=C(COC12)N4)C3)F trans-N-(6,20-difluorospiro[8-oxa-13,22-diazatetracyclo[15.3.1.110,14.02,7]docosa-1(21),2,4,6,10,12,14(22),17,19-nonaene-15,4'-cyclohexane]-1'-yl)methanesulfonamide